FC1=CC(=C(OC=2C(=NC=NC2)N2CC3(C2)CC(C3)NCC3CCC(CC3)NC(OC(C)(C)C)=O)C=C1)C(N(C)C(C)C)=O tert-butyl ((1r,4r)-4-(((2-(5-(4-fluoro-2-(isopropyl(methyl)carbamoyl)phenoxy)pyrimidin-4-yl)-2-azaspiro[3.3]heptan-6-yl)amino)methyl)cyclohexyl)carbamate